(3-chloro-4-fluoro-phenyl)(4-(methylsulfonyl)-1H-imidazol-2-yl)(6-(2,2,2-trifluoroethoxy)pyridin-3-yl)methanol ClC=1C=C(C=CC1F)C(O)(C=1C=NC(=CC1)OCC(F)(F)F)C=1NC=C(N1)S(=O)(=O)C